(R-(Trifluoromethyl)phenyl)-1,2-dihydroquinoline-3-carboxamide FC(F)(F)C1=C(C=CC=C1)N1CC(=CC2=CC=CC=C12)C(=O)N